4-Heptenal C(CCC=CCC)=O